1-(8-oxo-7,8-dihydro-2,7-naphthyridin-4-yl)-5-(trifluoromethyl)-N-(2-trifluoromethylpyridin-4-yl)-1H-pyrazole-4-carboxamide O=C1NC=CC=2C(=CN=CC12)N1N=CC(=C1C(F)(F)F)C(=O)NC1=CC(=NC=C1)C(F)(F)F